BrC=1C(=C(C=CC1)C1=C(C(=NC=C1)C=1C=CC2=C(N(CCN(C2)C[C@H](C)O)C)C1)Cl)Cl (S)-1-(8-(4-(3-Bromo-2-chlorophenyl)-3-chloropyridin-2-yl)-1-methyl-1,2,3,5-tetrahydro-4H-benzo[e][1,4]diazepin-4-yl)propan-2-ol